NC1=C(C(=C(C(=C1[N+](=O)[O-])[N+](=O)[O-])[N+](=O)[O-])N)N tri-aminotrinitrobenzene